ClC=1C=C(C=C(C1F)F)N(C(=O)[C@H]1N(C([C@H]([C@H]1O)O)=O)C1=CC(=C2C(=N1)C=CO2)C(F)(F)F)C([2H])([2H])[2H] (2S,3S,4S)-N-(3-chloro-4,5-difluorophenyl)-3,4-dihydroxy-N-(methyl-d3)-5-oxo-1-(7-(trifluoromethyl)furo[3,2-b]pyridin-5-yl)pyrrolidine-2-carboxamide